difluoromethyltrimethylsilane methyl-fluorosulfonyl-difluoroacetate COC(C(F)(F)S(=O)(=O)F)=O.FC(F)[Si](C)(C)C